Cl.FC=1C(=NC=C(C1)F)[C@@H](C)N |r| rac-1-(3,5-difluoropyridin-2-yl)ethanamine hydrochloride